N-(tert-butoxycarbonyl)-5-aminopentanoic acid C(C)(C)(C)OC(=O)NCCCCC(=O)O